FC1(CN(CC1)CC1=CC=C(C=C1)S(=O)(N)=NC(NC1=C2CCCC2=CC=2CCCC12)=O)F 4-((3,3-Difluoropyrrolidin-1-yl)methyl)-N'-(1,2,3,5,6,7-hexahydro-s-indacen-4-ylcarbamoyl)-benzenesulfonimidamide